FC1=CC2=C(N(C(=N2)N2C[C@H]([C@@H](CC2)F)N)[C@H](C)C=2C=CC=C3C=CC=NC23)C=C1F (3R,4R)-1-(5,6-difluoro-1-((1R)-1-(8-quinolinyl)ethyl)-1H-benzimidazol-2-yl)-4-fluoro-3-piperidinamine